[4-({2-[(2-fluoro-4-iodophenyl)amino]thieno[2,3-b]pyridin-3-yl}carbonyl)piperazin-1-yl]acetic acid FC1=C(C=CC(=C1)I)NC1=C(C=2C(=NC=CC2)S1)C(=O)N1CCN(CC1)CC(=O)O